3-((5-(aminomethyl)-1-(4,4,4-trifluorobutyl)-1H-benzo[d]imidazol-2-yl)methyl)-1-cyclopropyl-5-fluoro-1,3-dihydro-2H-benzo[d]imidazol-2-one NCC1=CC2=C(N(C(=N2)CN2C(N(C3=C2C=C(C=C3)F)C3CC3)=O)CCCC(F)(F)F)C=C1